Tert-butyl (1R,4R)-5-(4-{[(1H-benzimidazol-2-yl)methyl]amino}-8-bromopyrazolo[1,5-a][1,3,5]triazin-2-yl)-2,5-diazabicyclo[2.2.1]heptane-2-carboxylate N1C(=NC2=C1C=CC=C2)CNC2=NC(=NC=1N2N=CC1Br)N1[C@H]2CN([C@@H](C1)C2)C(=O)OC(C)(C)C